CCCCC/C=C/C=C/C=C Undecatriene